[Fe].C(C1=CC=CC=C1)NC(C(C1=CC=CC=C1)N(C(C#CC)=O)C1=CC(=CC=C1)Cl)=O N-[2-(benzylamino)-2-oxo-1-phenylethyl]-N-(3-chlorophenyl)but-2-ynamide Iron